CC1=NN(C2=CC=C(C=C12)C=O)C1=CC(=CC=C1)C(F)(F)F 3-methyl-1-(3-(trifluoromethyl)phenyl)-1H-indazole-5-carbaldehyde